C(C=C)N=C(C1=CC=C(C=C1)F)Cl (1Z)-N-allyl-4-fluoro-benzimidoyl chloride